tert-butyl N-oct-7-ynylcarbamate C(CCCCCC#C)NC(OC(C)(C)C)=O